FC=1C=C2C(=CNC(C2=CC1F)=O)C(C)N(C(=O)C1=CC=C2C=CN(C2=C1)C)C N-(1-(6,7-Difluoro-1-oxo-1,2-dihydroisoquinolin-4-yl)ethyl)-N,1-dimethyl-1H-indole-6-carboxamide